O1C(CCC1)CN1[C@H]2[C@@](CCC1)(CCC2)COC=2N=C(C1=C(N2)C(=C(N=C1)C1=CC(=CC2=CC=C(C(=C12)C#C)F)O)F)N1CCOCCC1 4-(2-{[(4aS,7aR)-1-[(oxolan-2-yl)methyl]-octahydro-1H-cyclopenta[b]pyridin-4a-yl]methoxy}-8-fluoro-4-(1,4-oxazepan-4-yl)pyrido[4,3-d]pyrimidin-7-yl)-5-ethynyl-6-fluoronaphthalen-2-ol